methyl 4-amino-1-(2-((2S,4R)-2-((3-chloro-2-fluorophenylmethyl) carbamoyl)-4-fluoropyrrolidin-1-yl)-2-oxoethyl)-1H-pyrrolo[2,3-b]pyridine-5-carboxylate NC1=C2C(=NC=C1C(=O)OC)N(C=C2)CC(=O)N2[C@@H](C[C@H](C2)F)C(NCC2=C(C(=CC=C2)Cl)F)=O